aminoethyl-phosphonate NCCP([O-])([O-])=O